(2S,4R)-4-acetoxyl-1,2-pyrrolinedicarboxylic acid-1-tert-butyl ester C(C)(C)(C)OC(=O)N1C(=C[C@H](C1)OC(=O)C)C(=O)O